methyl (Z)-1-(4-amino-2-fluorobut-2-en-1-yl)-4-(5-(N-cyclopropylsulfamoyl)-2-methoxyphenyl)-1H-benzo[d][1,2,3]triazol-6-carboxylate NC\C=C(\CN1N=NC2=C1C=C(C=C2C2=C(C=CC(=C2)S(NC2CC2)(=O)=O)OC)C(=O)OC)/F